[Ti+2].C(C)CC(CC(=O)[O-])=O.C(C)CC(CC(=O)[O-])=O.C(C(C)C)O.C(C(C)C)O diisobutanol bis(ethylacetoacetate) titanium